C(C=C)(=O)N1CC2(C1)CN(C(C2)=O)C2=NC(=NC(=C2C#N)C=2C(=CC=C1C=NNC21)C)OC[C@H]2N(CCC2)C 4-(2-acryloyl-7-oxo-2,6-diazaspiro[3.4]octan-6-yl)-6-(6-methyl-1H-indazol-7-yl)-2-(((S)-1-methylpyrrolidin-2-yl)methoxy)pyrimidine-5-carbonitrile